BrC1=CC(=CC=2C3=CC(=CC(=C3NC12)Br)Cl)Cl 1,8-dibromo-3,6-dichlorocarbazole